1-(Imidazo[1,2-a]pyridin-3-ylmethyl)-N-(5-(1,1,1-trifluoro-2-methylpropan-2-yl)isoxazol-3-yl)indolin-6-carboxamid N=1C=C(N2C1C=CC=C2)CN2CCC1=CC=C(C=C21)C(=O)NC2=NOC(=C2)C(C(F)(F)F)(C)C